N-[2-amino-5-(4-fluorophenyl)phenyl]-4-(ethylsulfonimidoyl)benzamide NC1=C(C=C(C=C1)C1=CC=C(C=C1)F)NC(C1=CC=C(C=C1)S(=O)(=N)CC)=O